CN(C1=CC(N(N=C1)CC1=CC=C(C=C1)OC)=O)C 5-(dimethylamino)-2-(4-methoxybenzyl)-3-oxo-2,3-dihydropyridazine